C(=C)C1=CC=CC(=C1)C=C 2,4-divinylbenzene